O.[Cl-].C(CCCCCCCCCCC)(=O)OCC[N+](C)(C)C Lauroylcholine chloride hydrate